FC=1C(=C2C=CNC2=CC1)CN1CCC2(CC1)COC1=C3CN(C(C3=CC=C12)=O)C1C(NC(CC1)=O)=O 3-(1'-((5-fluoro-1H-indol-4-yl)methyl)-6-oxo-6,8-dihydro-2H,7H-spiro[furo[2,3-e]isoindole-3,4'-piperidin]-7-yl)piperidine-2,6-dione